tert-butyl N-[(1S)-1-[(6-bromo-5-methoxy-3-pyridyl)carbamoyl]-2,2-dicyclopropyl-ethyl]carbamate BrC1=C(C=C(C=N1)NC(=O)[C@H](C(C1CC1)C1CC1)NC(OC(C)(C)C)=O)OC